BrC1=CC=C(S1)C=1N(C(C2=C(N(C(C21)=O)CCCCCCCC)C=2SC(=CC2)Br)=O)CCCCCCCC 3,6-bis(5-bromo-2-thienyl)-2,5-dihydro-2,5-dioctylpyrrolo[3,4-C]Pyrrole-1,4-dione